C[C@@]12[C@@H](C[C@@H](CC1)C2(C)C)NS(=O)(=O)C2=C(C=CC=C2)NCC(=O)O [(2-{[(1R,2R,4R)-1,7,7-trimethylbicyclo[2.2.1]heptan-2-yl]sulfamoyl}phenyl)amino]acetic acid